CCCCC1=C(C=C(C=C1)O)O 4-n-butylresorcinol